ClC1=CC(=C(C=C1)C1=NC(=NC2=NC(=C(N=C12)C)C)N1C[C@H](CC1)C(F)F)F (S)-4-(4-chloro-2-fluorophenyl)-2-(3-(difluoromethyl)pyrrolidin-1-yl)-6,7-dimethylpteridine